CC1=C(C=CC(=C1)C1=CC(=C(C=C1)C1=CC=C(C=C1)C(=O)O)C)C1=CC=C(C=C1)C(=O)O 2',3''-dimethyl-[1,1':4',1'':4'',1'''-quaterphenyl]-4,4'''-dicarboxylic acid